1,4'-biphenyl C1(=CC=CC=C1)C1=CC=CC=C1